NC1=NC=CC=2N1C(=NC2C2CN(CC2)C(C#CC)=O)C2=C(C=C(C(=O)NC1=NC=CC=C1)C=C2)C(F)(F)F 4-(5-amino-1-(1-(but-2-ynoyl)pyrrolidin-3-yl)imidazo[1,5-c]pyrimidin-3-yl)-N-(pyridin-2-yl)-3-(trifluoromethyl)benzamide